ClC=1C=C(C=NC1)C1=CC=C(C=C1)NC(C(CC)C1=NC(=NC=C1)NS(=O)(=O)C1CC1)=O N-(4-(5-Chloropyridin-3-yl)phenyl)-2-(2-(cyclopropanesulfonamido)pyrimidin-4-yl)butanamide